ClC=1C=CC(=C2C=CC=NC12)N1C[C@@H](C[C@@H](C1)C)N (3R,5S)-1-(8-chloroquinolin-5-yl)-5-methylpiperidine-3-amine